N-[5-(difluoromethoxy)-4,6-dimethoxy-pyrimidin-2-yl]-6-fluoro-7-pyrazin-2-yl-1H-indole-3-sulfonamide FC(OC=1C(=NC(=NC1OC)NS(=O)(=O)C1=CNC2=C(C(=CC=C12)F)C1=NC=CN=C1)OC)F